N-benzyl-2-[[(2S)-1-methylpyrrolidin-2-yl]methoxy]-6-piperazin-1-yl-pyrimidine-4-carboxamide hydrochloride Cl.C(C1=CC=CC=C1)NC(=O)C1=NC(=NC(=C1)N1CCNCC1)OC[C@H]1N(CCC1)C